ammonium ethyl bromide C(C)Br.[NH4+]